ClC1=C(CCC(C1)(C)C)C=O 2-chloro-4,4-dimethyl-cyclohexene-1-carbaldehyde